BrC1C(OC2=CC(=CC=C2C1O)C(C)=O)(C)C 1-(3-bromo-4-hydroxy-2,2-dimethylchroman-7-yl)ethan-1-one